COC(C1=C(N=C(C=C1)N1C=NC2=C1C=C(C(=C2)OC)OC)C2=C(C=C(C=C2)F)OC)=O 6-(5,6-dimethoxy-1H-benzo[d]imidazol-1-yl)-2-(4-fluoro-2-methoxyphenyl)nicotinic acid methyl ester